CC1=C(C=C(C=C1)C1=CC(=NC=C1)N1CCN(CC1)CCC(=O)O)C(N[C@H](C)C1=CC=CC2=CC=CC=C12)=O 3-[4-[4-[4-Methyl-3-[[(1R)-1-(1-naphthyl)ethyl]carbamoyl]phenyl]-2-pyridyl]piperazin-1-yl]propanoic acid